2-{3-[(2R,6S)-2,6-Dimethylmorpholin-4-carbonyl]-5,6-dihydrocyclopenta[c]pyrazol-1(4H)-yl}-1-{4-[(chinolin-6-yl)oxy]piperidin-1-yl}ethan-1-on C[C@@H]1CN(C[C@@H](O1)C)C(=O)C=1C2=C(N(N1)CC(=O)N1CCC(CC1)OC=1C=C3C=CC=NC3=CC1)CCC2